N-(7-(4-fluorobenzoyl)-8-methyl-3-(3-methyl-1,2,4-thiadiazol-5-yl)-5,6,7,8-Tetrahydroimidazo[1,5-a]pyrazin-1-yl)acetamide FC1=CC=C(C(=O)N2C(C=3N(CC2)C(=NC3NC(C)=O)C3=NC(=NS3)C)C)C=C1